ClC=1C=CC(=NC1C)N 5-chloro-6-methylpyridin-2-amine